Methyl 2-[4-[3-(3,4-dihydroxyphenyl)prop-2-enoyl]phenyl]acetate OC=1C=C(C=CC1O)C=CC(=O)C1=CC=C(C=C1)CC(=O)OC